N-((1S)-1-(4,4-Difluorocyclohexyl)-2-oxo-2-((4-(R or S)-(1-((S)-2-oxo-4-(trifluoromethyl)imidazolidin-1-yl)ethyl)pyridin-2-yl)amino)ethyl)-4-methyl-1,2,5-oxadiazole-3-carboxamide FC1(CCC(CC1)[C@@H](C(NC1=NC=CC(=C1)[C@@H](C)N1C(N[C@@H](C1)C(F)(F)F)=O)=O)NC(=O)C1=NON=C1C)F |o1:16|